ClC1=C(C(=O)N(CC=2OC=CC2)CC2=C(C=CC(=C2)N(CCC)CCC)N(S(=O)(=O)C=2C=CC3=C(C(=C(O3)C(=O)O)C)C2)CC)C=CC=C1 5-(N-(2-((2-chloro-N-(furan-2-ylmethyl)benzoylamino)methyl)-4-(dipropylamino)phenyl)-N-ethylsulfamoyl)-3-methylbenzofuran-2-carboxylic acid